C(CC(C)CCC=C(C)C)OC(CCC)=O CITRONELLYL-BUTYRATE